C1[C@H]2N(CCN1C1=CC=C(C=N1)C1=NNC3=CC=C(C=C13)O[C@H](C)C1=C(C=NC=C1Cl)Cl)CCC2 3-[6-[(8aS)-3,4,6,7,8,8a-hexahydro-1H-pyrrolo[1,2-a]pyrazin-2-yl]-3-pyridyl]-5-[(1R)-1-(3,5-dichloro-4-pyridyl)ethoxy]-1H-indazole